C(CCCCCCCCCCCCCCCCC)[SiH2]F octadecyl-fluorosilane